BrC=1C(N(C=C(C1)Br)C)=O 3,5-dibromo-1-methylpyridin-2(1H)-one